1-[4-(4-hydroxyphenylsulfonyl)phenoxy]-4-[4-(4-isopropoxyphenylsulfonyl)phenoxy]Butane methyl-4-(2-fluoro-4-(trifluoromethoxy)phenyl)-1H-benzo[d]imidazole-6-carboxylate COC(=O)C=1C=C(C2=C(NC=N2)C1)C1=C(C=C(C=C1)OC(F)(F)F)F.OC1=CC=C(C=C1)S(=O)(=O)C1=CC=C(OCCCCOC2=CC=C(C=C2)S(=O)(=O)C2=CC=C(C=C2)OC(C)C)C=C1